O[C@H]1[C@@H]2[C@H](CN(C1)C(CCCC(=O)OC)=O)OC(O2)(C)C methyl 5-[(3aS,7R,7aR)-7-hydroxy-2,2-dimethyl-4,6,7,7a-tetrahydro-3aH-[1,3]dioxolo[4,5-c]pyridin-5-yl]-5-oxo-pentanoate